C[C@@H]1[C@H]([C@H]([C@@H](O1)N2C=NC3=C(N=CN=C32)N)O)O 5''-Deoxyadenosine